pyridinboronic acid N1=C(C=CC=C1)B(O)O